N-(3-((4-((4-(4-acetylpiperazin-1-yl)-3-fluorophenyl)amino)-5-fluoropyrimidin-2-yl)amino)phenyl)propionamide C(C)(=O)N1CCN(CC1)C1=C(C=C(C=C1)NC1=NC(=NC=C1F)NC=1C=C(C=CC1)NC(CC)=O)F